[2H]C(C(F)(F)F)(C(F)(F)F)O[2H] hexafluoroisopropanol-d2